5-(3-(1H-1,2,3-triazol-1-yl)prop-1-yn-1-yl)-3-methyl-2-(1-((tetrahydro-2H-pyran-2-yl)methyl)-1H-1,2,3-triazol-4-yl)pyridine N1(N=NC=C1)CC#CC=1C=C(C(=NC1)C=1N=NN(C1)CC1OCCCC1)C